N-[(1S)-1-(dicyclopropyl-methyl)-2-[[1-[1-[2-(2,2-difluoroethyl)pyrazol-3-yl]ethyl]pyrazol-4-yl]amino]-2-oxo-ethyl]-2-isopropyl-pyrazole-3-carboxamide C1(CC1)C([C@@H](C(=O)NC=1C=NN(C1)C(C)C=1N(N=CC1)CC(F)F)NC(=O)C=1N(N=CC1)C(C)C)C1CC1